COC(C(C)F)=O 2-fluoropropionic acid methyl ester